C(CCC(=O)O)(=O)N butanedioic acid, amide